7-((2-bromo-4-fluorophenyl)imino)-4-methylcoumarin BrC1=C(C=CC(=C1)F)N=C1C=CC2=C(CC(OC2=C1)=O)C